C(C)C=1C(NC=2C=C(C=NC2C1)CN1CC2(C1)CN(CC2)C=2C=CC(=NC2)C(=O)NC)=O 5-(2-((7-ethyl-6-oxo-5,6-dihydro-1,5-naphthyridin-3-yl)methyl)-2,6-diazaspiro[3.4]oct-6-yl)-N-methylpyridineamide